ClC1=C(C=C(C=C1)B1OC(C(O1)(C)C)(C)C)CCO 2-[2-chloro-5-(4,4,5,5-tetramethyl-1,3,2-dioxaborolan-2-yl)phenyl]ethanol